C(C)(C)(C)OC(COC1=CC(=C(C=C1)C(F)(F)F)Cl)=O 2-[3-chloro-4-(trifluoromethyl)phenoxy]acetic acid tert-butyl ester